3-(4-methoxyphenyl)-N-(pent-3-yl)acrylamide COC1=CC=C(C=C1)C=CC(=O)NC(CC)CC